FC1=C(C(=CC=C1)F)C(CCC[C@@H](C)[C@H]1CC[C@@H]2[C@@]1(CC[C@@H]1[C@]3(CC[C@@H]([C@@H]([C@@H]3CC([C@@H]21)(F)F)O)O)C)C)O (1R,3aS,3bS,5aR,6R,7S,9aR,9bS,11aR)-1-[(2R)-6-(2,6-difluorophenyl)-6-hydroxyhexan-2-yl]-4,4-difluoro-9a,11a-dimethylhexadecahydro-1H-cyclopenta[1,2-a]phenanthrene-6,7-diol